C1=C(C=CC2=CC=CC=C12)C1=CN=C(N1)[C@H](CCCCNC(OC(C)(C)C)=O)NC(OCC1=CC=CC=C1)=O (S)-benzyl tert-butyl (1-(5-(naphthalen-2-yl)-1H-imidazol-2-yl)pentane-1,5-diyl)dicarbamate